3-fluoro-4-((5-phenyl-7-((2-(trimethylsilyl)ethoxy)methyl)-7H-pyrrolo[2,3-d]pyrimidin-4-yl)oxy)aniline FC=1C=C(N)C=CC1OC=1C2=C(N=CN1)N(C=C2C2=CC=CC=C2)COCC[Si](C)(C)C